O1C(=NC2=C1C=CC=C2)CC#N (1,3-benzoxazol-2-yl)acetonitrile